3-[6-(6-cyclopentyloxy-pyridin-2-yl)-chroman-2-yl]Propionic acid C1(CCCC1)OC1=CC=CC(=N1)C=1C=C2CCC(OC2=CC1)CCC(=O)O